ethyl 4-[6-[(2,4-dimethoxyphenyl)methylcarbamoyl]-1-methyl-pyrazolo-[4,3-c]pyridin-4-yl]oxazole-5-carboxylate COC1=C(C=CC(=C1)OC)CNC(=O)C1=CC2=C(C(=N1)C=1N=COC1C(=O)OCC)C=NN2C